FC1=C(C(=C(C(=C1OC=1C(=C(C(=C(C(=O)[O-])C1)C1=C(C(=C(C(=C1F)F)F)F)F)OC1=C(C(=C(C(=C1F)F)F)F)F)OC1=C(C(=C(C(=C1F)F)F)F)F)F)F)F)F.C(C)(C)C1=CC=C(C=C1)[I+]C1=CC=C(C=C1)C(C)C bis[4-isopropyl-phenyl]iodonium tetra(pentafluorophenyl)gallate